C1(CCC1)CN[C@H](C)C1=CC=C2CN(C(C2=C1)=O)C1=NC(=CC(=C1)C1=C(C=C(C#N)C=C1)C1=NN=CN1C)C1CC1 (R)-4-(2-(6-(1-((cyclobutylmethyl)amino)ethyl)-1-oxoisoindolin-2-yl)-6-cyclopropylpyridin-4-yl)-3-(4-methyl-4H-1,2,4-triazol-3-yl)benzonitrile